NC1=NC=CC(=C1)C[C@@H]1[C@H](N(C1=O)C(=O)N[C@H](CC)C1=CC(=CC=C1)CC)C(=O)N(C)C=1C=NN(C1)C (2S,3R)-3-((2-aminopyridin-4-yl)methyl)-N2-(1-methyl-1H-pyrazol-4-yl)-N1-((R)-1-(3-ethylphenyl)propyl)-N2-methyl-4-oxoazetidine-1,2-dicarboxamide